FC(C(=O)O)(F)F.FC1=CC(=C2C(=N1)N(CC2)C(=O)NC=2C(=CC=1N(C2)C=C(N1)C)F)N1CCNCC1 6-fluoro-N-(7-fluoro-2-methylimidazo[1,2-a]pyridin-6-yl)-4-(piperazin-1-yl)-2,3-dihydro-1H-pyrrolo[2,3-b]pyridine-1-carboxamide 2,2,2-trifluoroacetate